[6-bromo-2-(5-cyano-3-pyridyloxy)phenyl]ethyl difluoroacetate FC(C(=O)OCCC1=C(C=CC=C1Br)OC=1C=NC=C(C1)C#N)F